4-(Imidazo[1,2-a]pyrimidin-2-yl)-N-methylpyridin-2-amine N=1C(=CN2C1N=CC=C2)C2=CC(=NC=C2)NC